Cl.C(C)OC(=O)C1=CC(=NN1C1CCNCC1)C 3-methyl-1-(piperidin-4-yl)-1H-pyrazole-5-carboxylic acid ethyl ester hydrochloride